IC1=CN=CN1 5-Iodo-1H-imidazole